3-(4-aminophenylimino)-1-oxo-4,5,6,7-tetrachloroisoindoline NC1=CC=C(C=C1)N=C1NC(C2=C(C(=C(C(=C12)Cl)Cl)Cl)Cl)=O